6-(5-acetylthiophen-2-yl)-2-(2-hydroxyethyl)-1H-benzo[DE]Isoquinoline-1,3(2H)-dione C(C)(=O)C1=CC=C(S1)C=1C=CC=2C(N(C(C3=CC=CC1C23)=O)CCO)=O